ClC=1C=NC=2C(=C(C(=C(C2C1)C#N)C=1N(N=CC1)C)F)C 3-chloro-7-fluoro-8-methyl-6-(2-methylpyrazol-3-yl)quinoline-5-carbonitrile